diazole-5(4H)-one N1N=CCC1=O